N1(CC(C1)N1C[C@H]([C@H](CC1)N1N=C(C=2C1=NC=NC2N)C2=CC=C(C=C2)OC2=CC=CC=C2)F)C2CNC2 1-((3R,4S)-1-([1,3'-biazetidin]-3-yl)-3-fluoropiperidin-4-yl)-3-(4-phenoxyphenyl)-1H-pyrazolo[3,4-d]pyrimidin-4-amine